ClC1=CC=C2C=CN=C(C2=C1)N 7-Chloroisoquinolin-1-amine